6-(4-(4-methylpiperazin-1-yl)phenyl)-3-(3-(perfluoroethyl)phenyl)furo[3,2-b]pyridine CN1CCN(CC1)C1=CC=C(C=C1)C=1C=C2C(=NC1)C(=CO2)C2=CC(=CC=C2)C(C(F)(F)F)(F)F